1-cyclobutanecarbonyl-N-(2-{[(4-methyl-1H-imidazol-5-yl)methyl]sulfanyl}ethyl)piperidine-4-carboxamide C1(CCC1)C(=O)N1CCC(CC1)C(=O)NCCSCC1=C(N=CN1)C